BrC1=C2CC(CC2=CC(=C1)Br)NC1=NC(=NC(=N1)NC1CC(CC1)(F)F)C1=NC(=CC=C1)C(F)(F)F N2-(4,6-dibromo-2,3-dihydro-1H-inden-2-yl)-N4-(3,3-difluorocyclopentyl)-6-(6-(trifluoromethyl)pyridin-2-yl)-1,3,5-triazine-2,4-diamine